3-(dimethylamino)propionic acid hydrochloride Cl.CN(CCC(=O)O)C